trisphenethyl-phenol C(CC1=CC=CC=C1)C1=C(C(=C(C=C1)O)CCC1=CC=CC=C1)CCC1=CC=CC=C1